methyl-[[1-[4-(trifluoromethoxy)phenyl]indazol-3-yl]methyl]ammonium chloride [Cl-].C[NH2+]CC1=NN(C2=CC=CC=C12)C1=CC=C(C=C1)OC(F)(F)F